N-(4-(4-amino-5-(3-fluoro-4-((4-methylpyrimidin-2-yl)oxy)phenyl)-7-methyl-7H-pyrrolo[2,3-d]pyrimidin-6-yl)-2-chlorophenyl)-2-cyclopropylacrylamide NC=1C2=C(N=CN1)N(C(=C2C2=CC(=C(C=C2)OC2=NC=CC(=N2)C)F)C2=CC(=C(C=C2)NC(C(=C)C2CC2)=O)Cl)C